4-(((2-fluoroethyl)(methyl)amino)-2,2-dimethylpyrrolidin-1-yl)-3-(2-fluorophenyl)-12-oxo-6a,7,9,10-tetrahydro-12H-pyrazino[2,1-c]pyrido[3,4-f][1,4]oxazepine-8(6H)-carboxylate FCCN(C)C1C(N(CC1)C1=C(N=CC=2C(N3C(COC21)CN(CC3)C(=O)[O-])=O)C3=C(C=CC=C3)F)(C)C